1-((4-bromophenyl)methyl)-1,3-benzodiazole-4-carbaldehyde BrC1=CC=C(C=C1)CN1C=NC2=C1C=CC=C2C=O